Cl.S1C=CC2=C1SCCC2CN (5,6-Dihydro-4H-thieno[2,3-b]thiopyran-4-yl)methanamine hydrochloride